C1(CC1)CC1=NN(N=C1)CC1=C(N=NN1C)C1=CC=C(C(=N1)C(F)F)N1C[C@H](CCC1)CC(=O)OCC ethyl (R)-2-(1-(6-(5-((4-(cyclopropylmethyl)-2H-1,2,3-triazol-2-yl)methyl)-1-methyl-1H-1,2,3-triazol-4-yl)-2-(difluoromethyl)pyridin-3-yl)piperidin-3-yl)acetate